4,5alpha-epoxy-3-hydroxy-17-methyl-6-morphinanone OC=1C=CC=2C[C@@H]3[C@@H]4CCC([C@H]5[C@@]4(C2C1O5)CCN3C)=O